1'-acetyl-6,7-dimethoxy-2H-spiro[isoquinoline-1,4'-piperidine]-3(4H)-one C(C)(=O)N1CCC2(CC1)NC(CC1=CC(=C(C=C12)OC)OC)=O